C(C1=CC=CC=C1)(=O)C(COC)COC 2-benzoyl-1,3-dimethoxy-propane